C(CC)N[O-].C(CCCCCCC\C=C/CCCCCCCC)(=O)N oleic acid amide propyl-aminoxide